CC1CCC12CC(C2)NC(=O)C2=CSC1=C2N(C=C1)CC1=CC=C(C=C1)C=1C=NC=CC1 Methyl-6-(4-(4-(pyridin-3-yl)benzyl)-4H-thieno[3,2-b]pyrrole-3-carboxamido)spiro[3.3]heptane